O[C@@H]1CC[C@H](CC1)N1C=C(C2=C1N=C(N=C2)NCCC(F)(F)F)C2=CC=C(C=C2)CN2CCN(CC2)CCCCCCC(=O)O 7-[4-[(4-[7-[trans-4-hydroxycyclohexyl]-2-[(3,3,3-trifluoropropyl)amino]pyrrolo[2,3-d]pyrimidin-5-yl]phenyl)methyl]piperazin-1-yl]heptanoic acid